3-amino-N-[(3S)-1-methylpiperidin-3-yl]-6-[8-(prop-2-enamido)naphthalen-2-yl]pyridine-2-carboxamide NC=1C(=NC(=CC1)C1=CC2=C(C=CC=C2C=C1)NC(C=C)=O)C(=O)N[C@@H]1CN(CCC1)C